C(CCCCCCCCCCCC)C1=CC=C(C=C1)[I+]C1=CC=C(C=C1)CCCCCCCCCCC (4-tridecylphenyl)(4-undecylphenyl)iodonium